4-(1,4-dioxaspiro[4.5]decan-8-yl)-3-fluoro-aniline O1CCOC12CCC(CC2)C2=C(C=C(N)C=C2)F